(2-methoxypyridin-3-yl)-2-(methylthio)-6-(trifluoromethyl)pyrimidine methyl-6-bromo-2-[4-(hydroxymethyl)cyclohexyl]-1,3-benzoxazole-5-carboxylate COC(=O)C=1C(=CC2=C(N=C(O2)C2CCC(CC2)CO)C1)Br.COC1=NC=CC=C1C1=NC(=NC(=C1)C(F)(F)F)SC